1-(3-(5-methyl-3-morpholino-8,9-dihydropyrido[3',2':4,5]pyrrolo[1,2-a]pyrazin-7(6H)-yl)-3-oxopropoxy)propan CC=1C2=C(N3C1CN(CC3)C(CCOCCC)=O)N=CC(=C2)N2CCOCC2